ClC1=CC=C(C=C1)C=1C=C(C(N(N1)C=1C=NN(C1)C)=O)C(=O)NC1(CCN(CC1)C(=O)C1CC1)CO 6-(4-chlorophenyl)-N-(1-(cyclopropanecarbonyl)-4-(hydroxymethyl)piperidin-4-yl)-2-(1-methyl-1H-pyrazol-4-yl)-3-oxo-2,3-dihydropyridazine-4-carboxamide